CC(I)CC methyl-ethyl-iodomethane